FC(OC=1C=C(C=C(C1)F)C1=CC(=C(C=C1)C=1C=NN(C1)CCOC)NS(=O)(=O)C1=CC(=CC=C1)C(F)(F)F)F N-(3'-(difluoromethoxy)-5'-fluoro-4-(1-(2-methoxyethyl)-1H-pyrazol-4-yl)biphenyl-3-yl)-3-(trifluoromethyl)benzenesulfonamide